methyl (S)-6-methyl-5-(3-methylmorpholino)nicotinate CC1=NC=C(C(=O)OC)C=C1N1[C@H](COCC1)C